N-[2-(2,2-difluoroethyl)-3-fluorophenyl]-4-hydroxy-2-oxo-1,2,5,6-tetrahydropyridin-3-carbothioic acid amide FC(CC1=C(C=CC=C1F)NC(=S)C=1C(NCCC1O)=O)F